(S)-N-methyl-2-oxo-N-(m-tolyl)oxazolidine-4-carboxamide CN(C(=O)[C@H]1NC(OC1)=O)C=1C=C(C=CC1)C